(6-(2-(1-fluorocyclopropyl)pyrimidin-4-yl)isoquinolin-3-yl)methanamine FC1(CC1)C1=NC=CC(=N1)C=1C=C2C=C(N=CC2=CC1)CN